ethyl-2-methyl-2-n-butyl telluro-propionate C(CC)(=[Te])OC(CCC)(CC)C